cyclopentyl-(phenyl)methanone C1(CCCC1)C(=O)C1=CC=CC=C1